CC1=NC(=CC(=C1)NC1=C(C(=NN1)C1=CC=C(C=C1)NS(=O)(=O)CC)C(=O)N)C 5-((2,6-dimethyl-pyridin-4-yl)amino)-3-(4-(ethyl-sulfonamido)phenyl)-1H-pyrazole-4-carboxamide